1-Methylcyclobutane-1-amine hydrochloride Cl.CC1(CCC1)N